2-phenyl-6,7-dihydro-5H-pyrrolo[2,1-c][1,2,4]triazol-2-ium tetrafluoroborate F[B-](F)(F)F.C1(=CC=CC=C1)[N+]=1N=C2N(C1)CCC2